2,6-bis(methylaminomethyl)-4-methyl-phenol CNCC1=C(C(=CC(=C1)C)CNC)O